C1(CC1)C1=NN(C=C1C1=NC2=CC=C(C=C2N=C1)C1CN(C1)C(=O)OC(C)(C)C)[C@@H]1C[C@H](C1)CN1C(C2=CC=CC=C2C1=O)=O tert-butyl 3-(2-(3-cyclopropyl-1-(trans-3-((1,3-dioxoisoindolin-2-yl)methyl)cyclobutyl)-1H-pyrazol-4-yl)quinoxalin-6-yl)azetidine-1-carboxylate